2-[tert-butoxycarbonyl(methyl)amino]-3-[2-(trifluoromethyl)phenyl]propanoic acid C(C)(C)(C)OC(=O)N(C(C(=O)O)CC1=C(C=CC=C1)C(F)(F)F)C